3-(5-(1-(3-(4-(3-(4-chloro-3-cyclopropyl-1H-pyrrolo[2,3-b]pyridin-5-yl)phenyl)-3-oxopiperazin-1-yl)propyl)-1,2,3,6-tetrahydropyridin-4-yl)-1-oxoisoindolin-2-yl)piperidine-2,6-dione ClC1=C2C(=NC=C1C=1C=C(C=CC1)N1C(CN(CC1)CCCN1CCC(=CC1)C=1C=C3CN(C(C3=CC1)=O)C1C(NC(CC1)=O)=O)=O)NC=C2C2CC2